C(C)(C)[C@@H]1CC(=C[C@H]([C@H]1O)C)C |o1:3,7,8| rel-(1R,2R,6S)-6-isopropyl-2,4-dimethylcyclohex-3-en-1-ol